NC=1C=C(C(=NC1)NC(=O)C1=NC=C(N=C1)C)C N-(5-amino-3-methylpyridin-2-yl)-5-methylpyrazine-2-carboxamide